(R)-3-pyrrolidin-2-yl-phenylamine N1[C@H](CCC1)C=1C=C(C=CC1)N